ClC=1C(=NC(=NC1)NC1CCOCC1)C1=CC=C2CN(C(C2=C1)=O)[C@@H](C(=O)N[C@H](C)C1=CC(=CC=C1)OC)CO (2R)-2-(6-{5-chloro-2-[(oxacyclohex-4-yl)amino]pyrimidin-4-yl}-1-oxo-2,3-dihydro-1H-isoindol-2-yl)-3-hydroxy-N-[(1R)-1-(3-methoxyphenyl)ethyl]propionamide